N-(2-(2-aminoethoxy)ethyl)-4-((3-(3-cyano-1-(2,2-difluoroethyl)-1H-pyrazol-4-yl)imidazo[1,2-a]pyrazin-8-yl)amino)-2-ethylbenzamide NCCOCCNC(C1=C(C=C(C=C1)NC=1C=2N(C=CN1)C(=CN2)C=2C(=NN(C2)CC(F)F)C#N)CC)=O